CC1=C(C=C(C=C1)NC(=O)N1C[C@@H](CC1)CC(F)(F)F)C1=CC(=NC(=C1)N1CCOCC1)N[C@@H](C(=O)NC)C (S)-N-(4-methyl-3-(2-(((R)-1-(methylamino)-1-oxopropan-2-yl)amino)-6-morpholinylpyridin-4-yl)phenyl)-3-(2,2,2-trifluoroethyl)pyrrolidine-1-carboxamide